O[C@H](C)[C@@]1(N(CCC1)C(=O)C1=CC(=C2N1CCC1=CC(=C(C=C21)C(=O)O)OC)C2=CN=CS2)C 3-[(2R)-2-[(1R)-1-hydroxyethyl]-2-methyl-pyrrolidine-1-carbonyl]-8-methoxy-1-thiazol-5-yl-5,6-dihydropyrrolo[2,1-a]isoquinoline-9-carboxylic acid